FC1=C(CC=2C=C3C(=NNC3=CC2)C=CC2=NC=CC=C2)C=CC(=C1)F 5-(2,4-difluorobenzyl)-3-(2-(pyridin-2-yl)vinyl)-1H-indazole